11,23-Dimethylpentatriacontane CC(CCCCCCCCCC)CCCCCCCCCCCC(CCCCCCCCCCCC)C